4-((3,3-difluorocyclopentyl)amino)-2-((8-(1-methyl-1H-pyrazol-4-yl)-2,3-dihydrobenzo[b][1,4]dioxin-5-yl)amino)-7H-pyrrolo[2,3-d]pyrimidine-5-carbonitrile FC1(CC(CC1)NC=1C2=C(N=C(N1)NC1=CC=C(C=3OCCOC31)C=3C=NN(C3)C)NC=C2C#N)F